N1C=NC2=C1C=CC(=C2)C(=O)NC=2C=C(C=C(C2)C(F)(F)F)NC(=O)[N-]C2=C[N+](=NO2)CC2=NC=CC=C2 ((3-(1H-Benzo[d]imidazole-5-carboxamido)-5-(trifluoromethyl)phenyl)-carbamoyl)(3-(pyridin-2-ylmethyl)-1,2,3-oxadiazol-3-ium-5-yl)amide